CCCCCCCCC1C(O1)C/C=C/C=C/C=C/C=C/C(=O)O 11,12-epoxy-eicosatetraenoic acid